[Si](C1=CC=CC=C1)(C1=CC=CC=C1)(C(C)(C)C)C[C@]1(C2(CC(C1)C2)C(=O)C2=CC1=CC=CC=C1C=C2)C=2OC=CC2 |r| (rac)-((1S,2R,4R)-2-((tert-butyldiphenylsilyl)methyl)-2-(furan-2-yl)bicyclo[2.1.1]hexan-1-yl)(naphthalen-2-yl)methanone